N-3-(2-methoxyethoxy)propyl-acrylamide COCCOCCCNC(C=C)=O